FC1=C(CN2C(C(=C(C=3C2=NC=CN3)C)C3CCN(CC3)C=3C(=NC=CC3)C(F)(F)F)=O)C=CC=C1 5-(2-fluorobenzyl)-8-methyl-7-(1-(2-(trifluoromethyl)pyridin-3-yl)piperidin-4-yl)pyrido[2,3-b]pyrazine-6(5H)-one